N[C@H](C)C=1C=C(C=C2C(N(C(=NC12)C1CCOCC1)C)=O)C (R)-8-(1-aminoethyl)-3,6-dimethyl-2-(tetrahydro-2H-pyran-4-yl)quinazolin-4(3H)-one